P(=O)(O)(O)O.[C@@H]1([C@H](O)[C@H](O)[C@@H](CO)O1)N1C=NC=2C(N)=NC=NC12 adenosine mono-phosphoate